4-(3,5-dichlorophenyl)-5-methyl-4,5-dihydroisoxazole-5-carboxamide ClC=1C=C(C=C(C1)Cl)C1C=NOC1(C(=O)N)C